N=S(/C=C/CNC(=O)C=1C(NC=2CCCCC2C1)=O)(C1=CC=C(C=C1)N1CCCC1)=O N-[(2E)-3-[imino(oxo)[4-(pyrrolidin-1-yl)phenyl]-λ6-sulfanyl]prop-2-en-1-yl]-2-oxo-1,2,5,6,7,8-hexahydroquinoline-3-carboxamide